(1-Methyl-4-phenyl-1H-pyrazol-5-yl)methanol CN1N=CC(=C1CO)C1=CC=CC=C1